FC=1C(=CC=2C3=C(C=NC2C1)N(C(C31CCC1)=O)C)C=1C=C(C(=NC1)OCCCN(C)CCOC)NS(=O)(=O)N1CCOCC1 N-(5-(7'-Fluoro-3'-methyl-2'-oxo-2',3'-dihydrospiro[cyclobutane-1,1'-pyrrolo[2,3-c]quinolin]-8'-yl)-2-(3-((2-methoxyethyl)(methyl)amino)propoxy)pyridin-3-yl)morpholine-4-sulfonamide